C(CC(=C)C)C=1C(C(C(=O)O)C=CC1OC)(O)CC(=O)C=1C=C(C=CC1)C1=CC=C(C=C1)F 3-Isopentenyl-2-{2-[4'-fluoro-(1,1'-biphenyl)-3-yl]-2-oxoethyl}-4-methoxysalicylic acid